C(C1CO1)OCCCCCCCO[Si](OC)(OC)C 6-glycidyloxyhexylmethyl-trimethoxysilane